(S)-1-(4-(benzo[d]thiazol-7-yl((8-bromo-3-cyano-4-(neopentylamino)quinolin-6-yl)amino)methyl)-1H-1,2,3-triazol-1-yl)cyclopropane-1-carboxamide S1C=NC2=C1C(=CC=C2)[C@@H](C=2N=NN(C2)C2(CC2)C(=O)N)NC=2C=C1C(=C(C=NC1=C(C2)Br)C#N)NCC(C)(C)C